O=C1C2=C(N=C(N1)CCC(=O)O)C=CN=C2 3-(4-oxo-3H-pyrido[4,3-d]pyrimidin-2-yl)propionic acid